3-(tert-butyl)-2'-(butyl(3-(tert-butyl)-2-hydroxy-5-methylphenyl)amino)-5-methyl-[1,1'-biphenyl] C(C)(C)(C)C=1C=C(C=C(C1)C)C1=C(C=CC=C1)N(C1=C(C(=CC(=C1)C)C(C)(C)C)O)CCCC